1-(4-(2,2-difluoro-7-((5-methoxy-7-methyl-1H-indol-4-yl)methyl)-7-azaspiro[3.5]nonan-6-yl)benzyl)-1H-pyrazole-4-carboxylic acid FC1(CC2(C1)CC(N(CC2)CC2=C1C=CNC1=C(C=C2OC)C)C2=CC=C(CN1N=CC(=C1)C(=O)O)C=C2)F